N-(1-(2-chlorophenyl)-1-methoxypropan-2-yl)-4-(trifluoromethoxy)benzenesulfonamide ClC1=C(C=CC=C1)C(C(C)NS(=O)(=O)C1=CC=C(C=C1)OC(F)(F)F)OC